COCCCCO 4-methoxy-1-butanol